2-((5-(3-(Cyclohexylmethyl)ureido)-2-methoxy-4-morpholinophenyl)amino)-4-(1-methyl-1H-indol-3-yl)pyrimidine-5-carboxylic acid isopropyl ester C(C)(C)OC(=O)C=1C(=NC(=NC1)NC1=C(C=C(C(=C1)NC(=O)NCC1CCCCC1)N1CCOCC1)OC)C1=CN(C2=CC=CC=C12)C